propyl-hydroxyethyl-dimethylammonium chloride [Cl-].C(CC)[N+](C)(C)CCO